di-t-butylphosphine oxide C(C)(C)(C)P(C(C)(C)C)=O